(2S)-4-({2-[2,4-bis(benzyloxy)-5-(prop-2-yl)benzoyl]-2,3-dihydro-1H-isoindol-5-yl}methyl)-2-methylpiperazine-1-carboxylic acid tert-butyl ester C(C)(C)(C)OC(=O)N1[C@H](CN(CC1)CC=1C=C2CN(CC2=CC1)C(C1=C(C=C(C(=C1)C(C)C)OCC1=CC=CC=C1)OCC1=CC=CC=C1)=O)C